ClC=1C(=NC(=NC1)NC=1C(=NN(C1)C1CCC1)C)OCC1CCC(CC1)CNC 3-(4-((5-chloro-4-(((1R,4R)-4-((methylamino)methyl)cyclohexyl)methoxy)pyrimidin-2-yl)amino)-3-methyl-1H-pyrazol-1-yl)cyclobutane